FC(CS=C(C)O)(F)F.CN1C=C(C=C(C1=O)C)C=1C=C(C=CC1O[C@@H]1CC[C@H](CC1)O)NS(=O)(=O)C N-[3-(1,5-dimethyl-6-oxopyridin-3-yl)-4-(trans-4-hydroxycyclohexyl)oxyphenyl]methanesulfonamide S-(2,2,2-trifluoroethyl)ethanethioate